N-[5-Bromo-6-(4-fluorophenoxy)pyridin-3-yl]acetamide BrC=1C=C(C=NC1OC1=CC=C(C=C1)F)NC(C)=O